diacetyl-tripropylene glycol diacrylate C(C=C)(=O)OC(C(C(C)=O)C(C)=O)COC(C)COC(C)COC(C=C)=O